(3R)-3-amino-5-[[4-(3-chloro-4-fluoro-phenoxy)phenyl]methyl]-7-[5-(1-methyl-1-methylsulfonyl-ethyl)-1,3,4-oxadiazol-2-yl]-1,1-dioxo-2,3-dihydro-1λ6,5-benzothiazepine-4-One N[C@H]1CS(C2=C(N(C1=O)CC1=CC=C(C=C1)OC1=CC(=C(C=C1)F)Cl)C=C(C=C2)C=2OC(=NN2)C(C)(S(=O)(=O)C)C)(=O)=O